(1R,2S)-2-{3-[(5-difluoromethanesulfonyl-3-methoxypyridin-2-yl)amino]-1H-indazol-6-yl}-5'-methoxy-1'H-spiro[cyclopropane-1,3'-indol]-2'-one FC(S(=O)(=O)C=1C=C(C(=NC1)NC1=NNC2=CC(=CC=C12)[C@@H]1C[C@@]12C(NC1=CC=C(C=C21)OC)=O)OC)F